F[B-](F)(F)F.C12C3C(C(C=C1)C2)C(N(C3=O)OC(=[N+](C)C)N(C)C)=O O-(Bicyclo[2.2.1]hept-5-ene-2,3-dicarboximido)-N,N,N',N'-tetramethyluronium tetrafluoroborate